3-Methoxy-N-methyl-N-(tetrahydro-2H-pyran-4-yl)-1H-indazol-5-amine COC1=NNC2=CC=C(C=C12)N(C1CCOCC1)C